ClC1=CC=C(OCC(=O)N(C23CC(C2)(C3)C=3OC(=NN3)C3(CCC3)OC(F)(F)F)CC#C)C=C1 2-(4-Chlorophenoxy)-N-prop-2-ynyl-N-[1-[5-[3-cis-(trifluoromethoxy)cyclobutyl]-1,3,4-oxadiazol-2-yl]-3-bicyclo[1.1.1]pentanyl]acetamide